4-fluoro-1-(4-(trifluoromethoxy)benzyl)-1H-indole-7-carboxylic acid FC1=C2C=CN(C2=C(C=C1)C(=O)O)CC1=CC=C(C=C1)OC(F)(F)F